2-((3R*,4R*)-3-fluoro-4-(((5-fluoro-6-((S)-3-(2-fluoro-4-(trifluoromethyl)phenyl)morpholino)pyrimidin-4-yl)amino)methyl)piperidin-1-yl)acetamide F[C@H]1CN(CC[C@@H]1CNC1=NC=NC(=C1F)N1[C@H](COCC1)C1=C(C=C(C=C1)C(F)(F)F)F)CC(=O)N |o1:1,6|